3-{[2-(4-Chlorophenyl)imidazo[1,2-a]pyrimidin-3-yl]methyl}-N-isobutyl-3,8-diazabicyclo[3.2.1]octane-8-carboxamide ClC1=CC=C(C=C1)C=1N=C2N(C=CC=N2)C1CN1CC2CCC(C1)N2C(=O)NCC(C)C